C(C)OC(=O)C1=CC(=C(N1C)C=O)C(=O)O 5-(ethoxycarbonyl)-2-formyl-1-methyl-1H-pyrrole-3-carboxylic acid